tert-butyl 7-[4-chloro-3-(2,4-dioxo-1,3-diaza-hex-1-yl) benzoyl]-2,7-diazaspiro[3.5]nonane-2-carboxylate ClC1=C(C=C(C(=O)N2CCC3(CN(C3)C(=O)OC(C)(C)C)CC2)C=C1)NC(NC(CC)=O)=O